CS(=O)(=O)O[C@@H]1[C@H](N(CC1)C1=NC(=CC(=C1C#N)C(F)(F)F)C)C(NC1=NC=C(C=C1)F)=O (2S,3S)-1-(3-cyano-6-methyl-4-(trifluoromethyl)pyridin-2-yl)-2-((5-fluoropyridin-2-yl)carbamoyl)pyrrolidin-3-yl methanesulfonate